3',6'-dihydro[2,4'-bipyridine]-1'(2'H)-carboxylic acid tert-butyl ester C(C)(C)(C)OC(=O)N1CCC(=CC1)C1=NC=CC=C1